methyl 6-bromo-2,2-diphenyl-2H-1,3-benzodioxole-5-carboxylate BrC=1C(=CC2=C(OC(O2)(C2=CC=CC=C2)C2=CC=CC=C2)C1)C(=O)OC